CC1=C(C(=O)NC2=C(C=C(C=C2)S(N[C@H](C)C2CCN(CC2)CC(F)(F)F)(=O)=O)C)C=CC=C1 (R)-2-methyl-N-(2-methyl-4-(N-(1-(1-(2,2,2-trifluoroethyl)piperidin-4-yl)ethyl)sulfamoyl)phenyl)benzamide